3-(6-((2R,4S)-4-((5-chloro-4-((1-methyl-2-oxoindolin-5-yl)amino)pyrimidin-2-yl)(methyl)amino)-2-methyl-6-oxopiperidin-1-yl)-1-methyl-1H-indazol-3-yl)piperidine-2,6-dione ClC=1C(=NC(=NC1)N([C@H]1C[C@H](N(C(C1)=O)C1=CC=C2C(=NN(C2=C1)C)C1C(NC(CC1)=O)=O)C)C)NC=1C=C2CC(N(C2=CC1)C)=O